C(C)(C)(C)N(C(O)=O)C1=C(C=C(C=C1)Cl)CN(C1(CC1)C)CC#N.ClC1=C(C(=CC=C1)Cl)COC=1C=NC(=NC1)N1N=NC(=C1)C1=NC=CC=C1 5-[(2,6-dichlorophenyl)methoxy]-2-[4-(pyridin-2-yl)-1,2,3-triazol-1-yl]pyrimidine tert-butyl-(4-chloro-2-(((cyanomethyl)(1-methylcyclopropyl)amino)methyl)-phenyl)carbamate